1-(5-(4-AMINO-7-CYCLOPROPYL-7H-PYRROLO[2,3-D]PYRIMIDIN-5-YL)IMIDAZO[1,2-A]PYRIDIN-8-YL)-3-(4-((1-ETHYLPIPERIDIN-4-YL)OXY)-3-(TRIFLUOROMETHYL)PHENYL)UREA NC=1C2=C(N=CN1)N(C=C2C2=CC=C(C=1N2C=CN1)NC(=O)NC1=CC(=C(C=C1)OC1CCN(CC1)CC)C(F)(F)F)C1CC1